2-phenyl-3-(3,3,3-trifluoro-1-phenylpropyl)-1H-indole-6-sulfonyl fluoride C1(=CC=CC=C1)C=1NC2=CC(=CC=C2C1C(CC(F)(F)F)C1=CC=CC=C1)S(=O)(=O)F